3-(3-((5-cyclopropyl-2-((3-methyl-1-(8-methyl-8-azabicyclo[3.2.1]octan-3-yl)-1H-pyrazol-4-yl)amino)pyrimidin-4-yl)amino)propyl)-1,3-oxazinan-2-one C1(CC1)C=1C(=NC(=NC1)NC=1C(=NN(C1)C1CC2CCC(C1)N2C)C)NCCCN2C(OCCC2)=O